2-chlorobenzofuro[2,3-b]pyridine-8-carbaldehyde ClC1=CC=C2C(=N1)OC1=C2C=CC=C1C=O